NC1=CC(=C(C(=O)NCCC[C@@H](C(=O)OC)NC(C2=CC=C(C=C2)CCC=2N=C3C(=NC(=NC3=NC2)N)N)=O)C=C1)C1=NN=NN1 Methyl (S)-5-(4-amino-2-(1H-tetrazol-5-yl)benzamido)-2-(4-(2-(2,4-diaminopteridin-6-yl)ethyl) benzamido)pentanoate